ytterbium (cyclopentadienyl)ytterbium (III) C1(C=CC=C1)[Yb+2].[Yb+3]